BrC1=CN=C(N=N1)N1CCC2(CC1)[C@@H](C1=CC=CC=C1C2)NS(=O)C(C)(C)C N-((S)-1'-(6-bromo-1,2,4-triazin-3-yl)-1,3-dihydrospiro[inden-2,4'-piperidin]-1-yl)-2-methylpropan-2-sulfinamide